OC1=NC(=NC2=CC=C(C=C12)C1CCN(CC1)C(=O)[O-])C 4-(4-hydroxyl-2-Methylquinazolin-6-yl)piperidine-1-carboxylate